methyl-(3-methoxy(phenyl)methylene)-2-indolone CC1=C2C(C(NC2=CC=C1)=O)=CC1=CC(=CC=C1)OC